ClC1=CC=C(C=C1)C1=NN(CC1C=1SC=CC1)\C(\NC(=O)NC(\C=C\CN(C)C)=O)=N/S(=O)(=O)C1=CC=C(C=C1)C(F)(F)F (E)-N-((E)-N'-((Z)-(3-(4-chlorophenyl)-4-(thiophen-2-yl)-4,5-dihydro-1H-pyrazol-1-yl)(((4-(trifluoromethyl)phenyl)sulfonyl)imino)methyl)carbamoyl)-4-(dimethylamino)but-2-enamide